FC1=CC=C(C=C1)C=1C=C2C(=NC=NC2=C(C1)C1=CC=NN1C)O 6-(4-fluorophenyl)-8-(1-methyl-1H-pyrazol-5-yl)quinazolin-4-ol